C[Si](CCC[Si](OC)(OC)OC)(Cl)Cl methyldichloro(3-(trimethoxysilyl)propyl)silane